2-(1-methylcyclopropylamino)-4-(methylthio)pyrimidine-5-carbonitrile CC1(CC1)NC1=NC=C(C(=N1)SC)C#N